2,5-dimethyl-1,6-diamino-hexane CC(CN)CCC(CN)C